C(#N)C1=C(N=C(S1)N(C1=C(N=C2N1C=C(C=C2)C=2C=CC(=NC2)N2CCN(CC2)C(=O)NC2CN(C2)C(=O)OC(C)(C)C)CC)C)C2=CC=C(C=C2)F tert-butyl 3-(4-(5-(3-((5-cyano-4-(4-fluorophenyl)thiazol-2-yl)(methyl)amino)-2-ethylimidazo[1,2-a]pyridin-6-yl)pyridin-2-yl)piperazine-1-carboxamido)azetidine-1-carboxylate